methyl 4-((5-chloro-4-(9-fluoro-1-methyl-1,2,3,4-tetrahydrobenzo[4,5]imidazo[1,2-a]pyrimidin-7-yl)pyrimidin-2-yl)amino)piperidine-1-carboxylate ClC=1C(=NC(=NC1)NC1CCN(CC1)C(=O)OC)C1=CC2=C(N=C3N2CCCN3C)C(=C1)F